6-hexyl-4-phenylquinolin C(CCCCC)C=1C=C2C(=CC=NC2=CC1)C1=CC=CC=C1